FC(C(C)N1N=CN=C1C(=O)N)F 1-(1,1-difluoropropan-2-yl)-1H-1,2,4-triazole-5-carboxamide